sodium N-[3,5-bis(methoxycarbonyl)phenyl]sulfonamide COC(=O)C=1C=C(C=C(C1)C(=O)OC)NS(=O)=O.[Na]